diglycerine trioleate C(CCCCCCC\C=C/CCCCCCCC)(=O)O.C(CCCCCCC\C=C/CCCCCCCC)(=O)O.C(CCCCCCC\C=C/CCCCCCCC)(=O)O.OCC(O)CO.OCC(O)CO